(4aR,8aS)-6-[6-[[3-(trifluoromethyl)pyrazol-1-yl]methyl]-2-azaspiro[3.3]heptane-2-carbonyl]-4,4a,5,7,8,8a-hexahydropyrido[4,3-b][1,4]oxazin-3-one FC(C1=NN(C=C1)CC1CC2(CN(C2)C(=O)N2C[C@@H]3[C@@H](OCC(N3)=O)CC2)C1)(F)F